C(C=C)(=O)OCC1=CC(=C(C(=C1)C(C)(C)C)O)C(C)(C)C 3,5-di-tert-butyl-4-hydroxybenzyl acrylate